4-Hydroxy-7-methoxyquinoline-6-carboxamide OC1=CC=NC2=CC(=C(C=C12)C(=O)N)OC